1-(3-((4,4-bis(((Z)-oct-5-en-1-yl)oxy)butanoyl)oxy)-2-(((((1-ethylpiperidin-3-yl)methoxy)carbonyl)oxy)methyl)propyl) 7-nonyl heptanedioate C(CCCCCC(=O)OCCCCCCCCC)(=O)OCC(COC(CCC(OCCCC\C=C/CC)OCCCC\C=C/CC)=O)COC(=O)OCC1CN(CCC1)CC